C(C)OC=1C=C(C=C(C1OC)OC)CCN 2-(3-ethoxy-4,5-dimethoxyphenyl)ethanamine